COC(=O)C1=NN(C2=CC=C(C=C12)B1OC(C(O1)(C)C)(C)C)C methyl-1-methyl-5-(4,4,5,5-tetramethyl-1,3,2-dioxaborolan-2-yl)-1H-indazole-3-carboxylate